C12(OCC3=CC(=CC=C13)C=O)COCC2 4,5-dihydro-2H,3'H-spiro[furan-3,1'-isobenzofuran]-5'-carbaldehyde